(E)-1-(3-(1-(4-fluorophenylsulfonyl)piperidin-4-yl)acryloyl)-5,6-dihydropyridin-2(1H)-one FC1=CC=C(C=C1)S(=O)(=O)N1CCC(CC1)/C=C/C(=O)N1C(C=CCC1)=O